[3-(6,8-difluoroimidazo[1,2-a]pyridin-3-yl)-1-(methylsulfanylmethyl)pyrazolo[4,3-c]pyridin-6-yl]-(8-oxa-3-azabicyclo[3.2.1]octan-3-yl)methanone FC=1C=C(C=2N(C1)C(=CN2)C2=NN(C1=C2C=NC(=C1)C(=O)N1CC2CCC(C1)O2)CSC)F